2-fluoro-1'-(3-(4-((4-methoxybenzyl)oxy)-5-methylpyrimidin-2-yl)cyclopent-2-en-1-yl)-N-methyl-1',2',3',6'-tetrahydro-[3,4'-bipyridine]-6-carboxamide FC1=NC(=CC=C1C=1CCN(CC1)C1C=C(CC1)C1=NC=C(C(=N1)OCC1=CC=C(C=C1)OC)C)C(=O)NC